C(C)(C)(C)[C@@H]1C=2C=C(C(N(C2C2=C(C1)N1C(=N2)C(=CC(=C1)OC)OC(F)F)CC1=C(C=C(C=C1)OC)OC)=O)C(=O)OC (R)-methyl 5-(tert-butyl)-11-(difluoromethoxy)-1-(2,4-dimethoxybenzyl)-9-methoxy-2-oxo-1,2,5,6-tetrahydropyrido[2',1':2,3]imidazo[4,5-h]quinoline-3-carboxylate